C(#N)N1C[C@H](CC1)C(=O)NC=1SC(=CN1)C1=CC=CC=C1 (S)-1-cyano-N-(5-phenylthiazol-2-yl)pyrrolidine-3-carboxamide